8-(4-chloro-2-(trifluoromethyl)phenyl)-9-(4-((1-(3,3-difluoropropyl)azetidin-3-yl)methyl)phenyl)-6,7-dihydro-5H-benzo[7]annulene-3-carboxylic acid ClC1=CC(=C(C=C1)C=1CCCC2=C(C1C1=CC=C(C=C1)CC1CN(C1)CCC(F)F)C=CC(=C2)C(=O)O)C(F)(F)F